dioxane hydrochloride Cl.O1CCOCC1